[Na].FC1=C(C(=C(C(=C1F)F)F)F)C(C(C(C(C(C(F)(F)F)(F)F)(F)F)(F)F)(F)F)(F)F perfluorohexyl-benzene sodium